(S)-1-(7-chloroisochroman-1-yl)-N-methylmethanamine ClC1=CC=C2CCO[C@@H](C2=C1)CNC